3-methyl-[2-oxo-4-(2-benzothiazolylthiothio)-1-azetidinyl]-3-butene CC(CCN1C(CC1SSC=1SC2=C(N1)C=CC=C2)=O)=C